COC1=CC2=C(N=C(S2)CNC(=O)C2(CC3=CC=CC=C3C2)CC(=O)O)C=C1 2-[2-[(6-methoxy-1,3-benzothiazol-2-yl)methylcarbamoyl]indan-2-yl]acetic acid